6-Cyclopropanecarboxamido-4-[(3-{3-[(1S,2S)-2-hydroxy-1-(2-methoxyacetamido)propyl]-1,2,4-oxadiazol-5-yl}-2-methoxyphenyl)amino]-N-(2H3)methylpyridazine-3-carboxamide C1(CC1)C(=O)NC1=CC(=C(N=N1)C(=O)NC([2H])([2H])[2H])NC1=C(C(=CC=C1)C1=NC(=NO1)[C@@H]([C@H](C)O)NC(COC)=O)OC